[N+](=O)([O-])C1=CC=C2CCCN(C2=C1)C1=CC=CC=C1 7-nitro-1-phenyl-1,2,3,4-tetrahydroquinoline